O=C1N(CCC(N1)=O)N1C(C2=CC=CC(=C2C1=O)CCCI)=O 2-(2,4-dioxotetrahydropyrimidin-1(2H)-yl)-4-(3-iodopropyl)isoindoline-1,3-dione